5-([1,1'-biphenyl]-4-yl)thieno[2,3-b]pyridine-2-carboxylic acid C1(=CC=C(C=C1)C=1C=C2C(=NC1)SC(=C2)C(=O)O)C2=CC=CC=C2